N1N=NC2=NC(=CC=C21)C=2C=C(C(=O)NC1=CC=C(C=C1)OCCC1=CC=CC=C1)C=CN2 2-(1H-[1,2,3]Triazolo[4,5-b]pyridin-5-yl)-N-(4-phenethoxyphenyl)isonicotinamide